2-[(2-aminoethoxy)methyl]-4-(2-chlorophenyl)-3-ethoxyformyl-5-methoxyformyl-6-methyl-1,4-dihydropyridine benzenesulfonate C1(=CC=CC=C1)S(=O)(=O)O.NCCOCC=1NC(=C(C(C1C(=O)OCC)C1=C(C=CC=C1)Cl)C(=O)OC)C